6-[5-[1-[[6-bromo-8-(trifluoromethoxy)quinazolin-4-yl]-methyl-amino]ethyl]-1,2,4-triazol-1-yl]pyridine-3-carbonitrile BrC=1C=C2C(=NC=NC2=C(C1)OC(F)(F)F)N(C(C)C1=NC=NN1C1=CC=C(C=N1)C#N)C